FC1C(N(CCC1)F)(F)F tetrafluoropiperidine